Amino-tetrahydropyrano[3,2-c]quinolin-5-one NC1CCC2C(N=C3C=CC=CC3=C2O1)=O